2-Bromomethylacetate BrCCC(=O)[O-]